C(C1=CC=CC=C1)N1N=C(C=C1C=O)C1CC1 1-benzyl-3-cyclopropyl-1H-pyrazole-5-carbaldehyde